3-(3-methoxyphenyl)-1-phenyl-1-propanone COC=1C=C(C=CC1)CCC(=O)C1=CC=CC=C1